2-(2-Hydroxyethyl-1-yl)ethylammonium OCC=CC[NH3+]